FC(C1=CC=C(OC=2C=C(C=C3C=CC=NC23)CN)C=C1)(F)F (8-(4-(Trifluoromethyl)phenoxy)quinolin-6-yl)methylamine